The molecule is tetraanion of UDP-N-acetylmuramoyl-L-alanyl-D-glutamic acid arising from deprotonation of the diphosphate and glutamate carboxy groups; major species at pH 7.3. It is a conjugate base of an UDP-N-acetylmuramoyl-L-alanyl-D-glutamic acid. C[C@@H](C(=O)N[C@H](CCC(=O)[O-])C(=O)[O-])NC(=O)[C@@H](C)O[C@H]1[C@@H]([C@H](OC([C@@H]1NC(=O)C)OP(=O)([O-])OP(=O)([O-])OC[C@@H]2[C@H]([C@H]([C@@H](O2)N3C=CC(=O)NC3=O)O)O)CO)O